platinum (ii) 2,3,7,8,12,13,17,18-octaethyl-21h,23h-porphyrin C(C)C1=C2NC(=C1CC)C=C1C(=C(C(=N1)C=C1C(=C(C(N1)=CC=1C(=C(C(N1)=C2)CC)CC)CC)CC)CC)CC.[Pt+2]